5-(2-cyclopropylethynyl)-8-fluoro-7-(hydroxymethyl)-3-methyl-1,2-dihydroquinoxalin-2-one C1(CC1)C#CC1=C2N=C(C(NC2=C(C(=C1)CO)F)=O)C